ClC1=C(C(C2=CC=CC=C2C1=O)=O)NCC1=CC=C(C(=O)NC2=CC=CC=C2)C=C1 4-(((3-chloro-1,4-dioxo-1,4-dihydronaphthalen-2-yl)amino)methyl)-N-phenylbenzamide